C(C)(=O)C=1C(=NC2=C(C(=C(C=C2C1N[C@H]1[C@H]2CN([C@@H]1C2)C(=O)OC(C)(C)C)CCC#N)Br)F)SC tert-butyl (1R,4R,5S)-5-((3-acetyl-7-bromo-6-(2-cyanoethyl)-8-fluoro-2-(methylthio)quinolin-4-yl)amino)-2-azabicyclo[2.1.1]hexane-2-carboxylate